2-(2-methyl-1H-benzoimidazol-5-yl)-4-propylphenol CC1=NC2=C(N1)C=CC(=C2)C2=C(C=CC(=C2)CCC)O